ClC=1N=CC2=C(N1)C=NC(=C2)C2=CC(=CC(=C2)OC)OC 2-chloro-6-(3,5-dimethoxyphenyl)pyrido[3,4-d]pyrimidine